isopropyl (S)-6-diazo-2-((S)-3-methyl-2-(methylthio) butanamido)-5-oxohexanoate [N+](=[N-])=CC(CC[C@@H](C(=O)OC(C)C)NC([C@H](C(C)C)SC)=O)=O